C(C)(C)=NOC(C(C)(C)OC(C1=C(C=C(C(=C1)N1C(N(C(=CC1=O)C(F)(F)Cl)N)=O)F)Cl)=O)=O 1-[(Isopropylideneamino)oxy]-2-methyl-1-oxopropan-2-yl-5-{3-amino-4-[chloro(difluoro)methyl]-2,6-dioxo-3,6-dihydropyrimidin-1(2H)-yl}-2-chloro-4-fluorobenzoate